C1(CCC1)CN[C@H]1CN(CCC1)C1=CC(N(C=C1)C(C)N1N=NC(=C1)C=1C=NC=C(C1)N(CC(F)(F)F)C)=O 4-((R)-3-((cyclobutylmethyl)amino)piperidin-1-yl)-1-(1-(4-(5-(methyl(2,2,2-trifluoroethyl)amino)pyridin-3-yl)-1H-1,2,3-triazol-1-yl)ethyl)pyridin-2(1H)-one